[2-(2-bromoethyl)-4-nitro-phenyl]methanol BrCCC1=C(C=CC(=C1)[N+](=O)[O-])CO